BrC=1C=C(C=CC1OC)C=1N=NN(C1)[C@H](C(=O)N1[C@@H](C[C@H](C1)O)C(=O)NC)C(C)(C)C (2S,4r)-1-[(2S)-2-[4-(3-bromo-4-methoxy-phenyl)triazol-1-yl]-3,3-dimethyl-butyryl]-4-hydroxy-N-methyl-pyrrolidine-2-carboxamide